[Si](C)(C)(C(C)(C)C)OCCCOC1=NN(C(=C1[N+](=O)[O-])C)C1=NN(C=C1C)C 3-(3-((tert-butyldimethylsilyl)oxy)propoxy)-1',4',5-trimethyl-4-nitro-1'H-1,3'-bipyrazole